C(C)P(=O)(CC)COC1=CC(=C(C(=C1)C)CC=1C=C2C(C(NC2=CC1)=O)(C)C)C 5-[[4-(diethylphosphorylmethoxy)-2,6-dimethyl-phenyl]methyl]-3,3-dimethyl-indolin-2-one